2-(4-(dimethylamino)cyclohexyl)-2,4-dimethyl-N-((6-methyl-4-(Methylthio)-2-oxo-1,2-dihydropyridin-3-yl)methyl)-7-(thiophene-3-yl)benzo[d][1,3]dioxole-5-carboxamide CN(C1CCC(CC1)C1(OC2=C(O1)C(=CC(=C2C)C(=O)NCC=2C(NC(=CC2SC)C)=O)C2=CSC=C2)C)C